racemic-1-(tert-butyl) 4-ethyl (3R*,4S*)-3-(1-methyl-1H-pyrazol-4-yl)piperidine-1,4-dicarboxylate CN1N=CC(=C1)[C@@H]1CN(CC[C@@H]1C(=O)OCC)C(=O)OC(C)(C)C |r|